(S)-ethyl 6-(3-(tert-butoxycarbonyl)-5-((3-chloro-2,4-difluorophenyl)(methyl)carbamoyl)-2-oxoimidazolidin-1-yl)-4-(trifluoromethyl)selenobenzo[2,3-b]pyridine-2-carboxylate C(C)(C)(C)OC(=O)N1C(N([C@@H](C1)C(N(C)C1=C(C(=C(C=C1)F)Cl)F)=O)C1=CC=2C(=NC(=CC2C(F)(F)F)C(=[Se])OCC)C=C1)=O